(E)-N,N'-(ethene-1,2-diylbis(4,1-phenylene))di-acetamide C(=C\C1=CC=C(C=C1)NC(C)=O)/C1=CC=C(C=C1)NC(C)=O